OC1=C(C=C(C=C1)/C=C/C(=O)NCCC1=CC=C(C=C1)O)OCC(C)C (E)-3-(4-hydroxy-3-isobutoxyphenyl)-N-(4-hydroxyphenethyl)acrylamide